4-[3,5-bis(2-hydroxyphenyl)-1,2,4-triazol-1-yl]benzoic acid OC1=C(C=CC=C1)C1=NN(C(=N1)C1=C(C=CC=C1)O)C1=CC=C(C(=O)O)C=C1